2-[4-(2,2-dibromovinyl)-2-oxo-1-pyrrolidinyl]butanamide BrC(=CC1CC(N(C1)C(C(=O)N)CC)=O)Br